2-Amino-N-[1-(8-chloro-3-methyl-5-phenylimidazo[1,5-a]pyridin-6-yl)ethyl]pyrazolo[1,5-a]pyrimidine-3-carboxamide trifluoroacetate salt FC(C(=O)O)(F)F.NC1=NN2C(N=CC=C2)=C1C(=O)NC(C)C=1C=C(C=2N(C1C1=CC=CC=C1)C(=NC2)C)Cl